IC=1C=C(C(=NC1)OC)CNC1C(NCCC1)C1=CC=CC=C1 N-((5-iodo-2-methoxypyridin-3-yl)methyl)-2-phenylpiperidin-3-amine